C(C1=CC=CC=C1)N1N=C(N=C1)C(=O)N[C@@H]1C(N(C=2N(CC1)N=C(C2)C(C)O)C)=O 1-benzyl-N-((6S)-2-(1-hydroxyethyl)-4-methyl-5-oxo-5,6,7,8-tetrahydro-4H-pyrazolo[1,5-a][1,3]diazepin-6-yl)-1H-1,2,4-triazole-3-carboxamide